O1C(=NC2=C1C=CC=C2)C=2C=C(C=CC2)N(C2=CC=C(C=C2)C=2C1=CC=CC=C1C=1C=CC=CC1C2)C2=CC(=CC=C2)C=2OC1=C(N2)C=CC=C1 Bis-{3-(benzoxazole-2-yl)phenyl}-{4-(phenanthrene-9-yl)phenyl}amine